C(#N)C1=NC=C(C=N1)OC1=CC=C(C=C1)C(C)(C)C1=CC=C(OC[C@H]2N(CC2)C(=O)[O-])C=C1 (S)-2-((4-(2-(4-((2-cyanopyrimidin-5-yl)oxy)phenyl)propan-2-yl)phenoxy)methyl)azetidin-1-carboxylate